3-fluoro-4-[1-[1-[(4-methoxyphenyl)methyl]-2,6-dioxo-3-piperidinyl]-3-methyl-2-oxo-benzimidazol-4-yl]piperidine-1-carboxylic acid tert-butyl ester C(C)(C)(C)OC(=O)N1CC(C(CC1)C1=CC=CC=2N(C(N(C21)C)=O)C2C(N(C(CC2)=O)CC2=CC=C(C=C2)OC)=O)F